7-amino-8-bromoimidazo[1,2-a]pyridine-6-carbonitrile NC1=C(C=2N(C=C1C#N)C=CN2)Br